[Si](C)(C)(C(C)(C)C)OC1CN(CC=C(C1)C1=C(C(=CC=2OCOC21)NC2=NC(=CC(=N2)C)NC)F)C(=O)OC(C)(C)C Tert-butyl 3-[tert-butyl(dimethyl) silyl]oxy-5-[5-fluoro-6-[[4-methyl-6-(methylamino) pyrimidin-2-yl]amino]-1,3-benzodioxol-4-yl]-2,3,4,7-tetrahydroazepine-1-carboxylate